2,2-dichloro-3-(3-chloro-5-fluorophenyl)-N-[4-fluoro-3-[[(3,3,3-trifluoro-1-oxopropyl)amino]methyl]phenyl]cyclopropanecarboxamide ClC1(C(C1C1=CC(=CC(=C1)F)Cl)C(=O)NC1=CC(=C(C=C1)F)CNC(CC(F)(F)F)=O)Cl